COC=1N=CC(=NC1)COC1=CC2=C(N(C(=N2)C=2C=NC=CC2)C)C=C1 5-[(5-Methoxypyrazin-2-yl)methoxy]-1-methyl-2-(pyridin-3-yl)-1H-1,3-benzodiazole